N-ethyl-N-isopropylthiophene-2-carboxamide C(C)N(C(=O)C=1SC=CC1)C(C)C